ClC1=CC2=C(CC(N(S2(=O)=O)C2=C(C=C(C(=O)OCC)C=C2)F)C)C=C1 ethyl 4-(7-chloro-3-methyl-1,1-dioxo-3,4-dihydro-2H-benzo[e][1,2]thiazin-2-yl)-3-fluorobenzoate